C1=NC=C(C2=CC=CC=C12)N1C(N(C[C@@H]1C#N)C1=NC=C(C=C1)C(F)(F)F)=O (R)-3-(isoquinolin-4-yl)-2-oxo-1-(5-(trifluoromethyl)pyridin-2-yl)imidazoline-4-carbonitrile